C(C)(=O)N1[C@@H]([C@H]([C@@H](C2=CC(=CC=C12)C(=O)N)NC1=NC=CC(=N1)C)C)C1CC1 (2R,3S,4S)-1-acetyl-2-cyclopropyl-3-methyl-4-((4-methylpyrimidin-2-yl)amino)-1,2,3,4-tetrahydroquinoline-6-carboxamide